IC1=CC=NN1C 5-iodo-1-methyl-1H-pyrazol